tert-butyl (3-((3-(5-isopropoxypyridin-2-yl)-1,2,4-thiadiazol-5-yl)amino) pyrazin-2-yl)(methyl)carbamate C(C)(C)OC=1C=CC(=NC1)C1=NSC(=N1)NC=1C(=NC=CN1)N(C(OC(C)(C)C)=O)C